COC1=CC=C(C=C1)C1=CN(CC2=C1N=C(N=C2)NCC(F)(F)F)C2=CC=NC=C2 8-(4-methoxyphenyl)-6-(pyridin-4-yl)-2-((2,2,2-trifluoroethyl)amino)pyrido[4,3-d]pyrimidin